FC(OCCC)(F)F 3-(Trifluoromethoxy)propan